ClC=1C=C(CNCC(=O)O)C=C(C1CC1=C(C(=C(C=C1)O)C(C)C)F)Cl (3,5-dichloro-4-(2-fluoro-4-hydroxy-3-isopropylbenzyl)benzyl)glycine